C(C)(C)(C)C1=CC=C(C=C1)CC(C=COCCC1=CC=CC=C1)C 1-(tert-butyl)-4-(2-methyl-4-phenethoxybut-3-en-1-yl)benzene